(R)-4-(3-(3-((2-Fluoro-4-(trifluoromethyl)benzyl)oxy)azetidin-1-yl)-3-oxopropyl)oxazolidin-2-one FC1=C(COC2CN(C2)C(CC[C@H]2NC(OC2)=O)=O)C=CC(=C1)C(F)(F)F